(S)-N-(2,6-dimethylpyrimidin-4-yl)-5-[4-(6,9-dioxaspiro[4.4]nonan-8-ylmethoxy)-2-methyl-pyrazol-3-yl]pyrazolo[1,5-a]pyridin-2-amine CC1=NC(=CC(=N1)NC1=NN2C(C=C(C=C2)C=2N(N=CC2OC[C@H]2COC3(CCCC3)O2)C)=C1)C